FC(I1OCC2=C1C=CC=C2)(F)F 1-trifluoromethyl-1,2-benzoiodoxol